C(C)(C)(C)OC(=O)NC1=CC=C(C=C1)B(O)O (4-((tert-butoxycarbonyl)amino)phenyl)boronic acid